C(C)(C)(C)OC(=O)N1[C@@H](CC(CC1)N)C1=CC(=CC=C1)F.ClC=1C=CC(=C(C1)C(C(=O)N)NC1=C(C=CC=C1)S(=O)(=O)N1CCOCC1)OC (5-chloro-2-methoxyphenyl)-2-{[2-(morpholine-4-sulfonyl)phenyl]amino}acetamide tert-butyl-(2S)-4-amino-2-(3-fluorophenyl)piperidine-1-carboxylate